CCC(CC)N1C(C=CC2=C1N=C(N=C2)N[C@@H](C)C2=CC=C(C=C2)C2(CCOCC2)N2CCNCC2)=O 8-(pentan-3-yl)-2-{[(1S)-1-{4-[4-(piperazin-1-yl)tetrahydro-2H-pyran-4-yl]phenyl}ethyl]amino}pyrido[2,3-d]pyrimidin-7(8H)-one